tert-butyl Rac-(2R,5R)-2-[3-[2-(dimethylamino)Ethoxy]phenyl]-4-methoxy-5-methyl-piperidine-1-carboxylate CN(CCOC=1C=C(C=CC1)[C@@H]1N(C[C@H](C(C1)OC)C)C(=O)OC(C)(C)C)C |r|